3,3-dimethylhexane CC(CC)(CCC)C